COC(=O)C=1N=CC2=C(N1)C1(OC2)CCC1 spiro[cyclobutane-1,7'-furo[3,4-d]pyrimidine]-2'-carboxylic acid methyl ester